OC=1C=C(CNC(C2=C(C=C(C=C2)O)O)=O)C=CC1O 2,4-dihydroxybenzoic acid N-(3,4-dihydroxybenzyl)amide